((1S,2S)-2-fluorocyclopropyl)-N-methylquinazolin-4-amine F[C@@H]1[C@@H](C1)C1=NC2=CC=CC=C2C(=N1)NC